(6-(benzo[d]thiazol-2-yl-methoxy)-2-(4-(1,1,1-trifluoropropan-2-yl)-piperazine-1-carbonyl)-quinolin-4-yl)(piperidin-1-yl)methanone S1C(=NC2=C1C=CC=C2)COC=2C=C1C(=CC(=NC1=CC2)C(=O)N2CCN(CC2)C(C(F)(F)F)C)C(=O)N2CCCCC2